NC/C(/COC1=CC(=C(C=C1)S(=O)(=O)CN1C(CCC1(C)C)=O)Cl)=C\F (E)-1-(((4-((2-(aminomethyl)-3-fluoroallyl)oxy)-2-chlorophenyl)sulfonyl)methyl)-5,5-dimethylpyrrolidin-2-one